3,7-diamino-5-thiophenoxazine chloride [Cl-].NC=1C=CC=2NC3=CC=C(C=C3SC2C1)N